CC1(C=2C=CC(=CC2C(=CC1)C1=CC=CC=C1)/C=C/C1=CC=C(C(=O)O)C=C1)C 4-[(E)-2-(5,5-dimethyl-8-phenyl-6H-naphthalene-2-yl)vinyl]benzoic acid